F\C(\C(=O)NC=1C=C2C(=NC=NC2=CC1OC)NC1=C(C=C(C(=C1)C)OC=1C=CC2=C(N=C(O2)C)C1)OC)=C\[C@@H]1N(CCC1)C (R,E)-2-fluoro-N-(7-methoxy-4-((2-methoxy-5-methyl-4-((2-methylbenzo[d]oxazol-5-yl)oxy)phenyl)amino)quinazolin-6-yl)-3-(1-methylpyrrolidin-2-yl)acrylamide